C(#N)[C@H](CC1=CC=C(C=C1)C=1C=CC2=C(N(C(O2)=O)C)C1)NC(=O)[C@H]1OCCCNC1 (2S)-N-{(1S)-1-CYANO-2-[4-(3-METHYL-2-OXO-2,3-DIHYDRO-1,3-BENZOXAZOL-5-yl)PHENYL]ETHYL}-1,4-OXAZEPANE-2-CARBOXAMIDE